7-(5-bromo-1,3,4-thiadiazol-2-yl)-4,7-diazaspiro[2.5]octane-4-carboxylic acid tert-butyl ester C(C)(C)(C)OC(=O)N1C2(CC2)CN(CC1)C=1SC(=NN1)Br